7-(8-((1R,3R)-3-methoxycyclobutyl)-3,8-diazabicyclo[3.2.1]oct-3-yl)-2-(1-methyl-1H-pyrazol-4-yl)-3H-imidazo[4,5-b]pyridine COC1CC(C1)N1C2CN(CC1CC2)C2=C1C(=NC=C2)NC(=N1)C=1C=NN(C1)C